6-((1-acetylpiperidin-4-yl)amino)-2-(cyclohex-1-en-1-yl)pyrimidine-4-carboxylic acid methyl ester COC(=O)C1=NC(=NC(=C1)NC1CCN(CC1)C(C)=O)C1=CCCCC1